FC=1C=C(C(=NC1)C(=O)O)C1=NC=C(C=N1)F 5-fluoro-3-(5-fluoropyrimidin-2-yl)picolinic acid